NC1=NC=2C=C(C(=CC2C2=C1C=NN2C)C(=O)N(C2CCOC1=CC(=CC=C21)C(F)(F)F)CCOC)F 4-amino-7-fluoro-N-(2-methoxyethyl)-1-methyl-N-(7-(trifluoromethyl)chroman-4-yl)-1H-pyrazolo[4,3-c]quinolin-8-carboxamide